ClC=1C=NN(C1)C1=C(C=C(C=C1)NC(CC1=C(C=C(C=C1)Cl)Cl)=O)S(N)(=O)=O N-[4-(4-chloro-1H-pyrazol-1-yl)-3-sulfamoylphenyl]-2-(2,4-dichlorophenyl)acetamide